C(C=C)(=O)N1CC(C1)N1C(NC=2C(N(C=3N=C(C(=CC3C21)F)C2=CC(=CC1=CC=CC=C21)O)C=2C(=NC=CC2C)C(C)C)=O)=O 1-(1-acryloylazetidin-3-yl)-8-fluoro-7-(3-hydroxynaphthalen-1-yl)-5-(2-isopropyl-4-methylpyridin-3-yl)-3,5-dihydro-1H-imidazo[4,5-c][1,8]naphthyridine-2,4-dione